C[C@@H]1N(C(CC1)=O)C=1N=C(C2=C(N1)CCC2)C2=CC=C(C(=O)N)C=C2 (S)-4-(2-(2-methyl-5-oxopyrrolidin-1-yl)-6,7-dihydro-5H-cyclopenta[d]pyrimidin-4-yl)benzamide